C(C)(C)(C)C1=CC=2C(=NC(=CN2)C=2CCC[C@H]([C@@H](N2)CO)OC(C)C)N1C [(2S,3R)-7-(6-tert-butyl-5-methyl-pyrrolo[2,3-b]pyrazin-3-yl)-3-isopropoxy-3,4,5,6-tetrahydro-2H-azepin-2-yl]methanol